(S)-6-bromo-2-(1-(2,6-dichlorophenyl)-2,5-dimethyl-1H-pyrrol-3-yl)-N-(1-(ethylsulfonyl)pyrrolidine-3-yl)-3H-imidazo[4,5-b]pyridine-7-amine BrC=1C(=C2C(=NC1)NC(=N2)C2=C(N(C(=C2)C)C2=C(C=CC=C2Cl)Cl)C)N[C@@H]2CN(CC2)S(=O)(=O)CC